3,5-dimethoxy-4-(2-propynyloxy)phenethylamine COC=1C=C(CCN)C=C(C1OCC#C)OC